C(CCC(=O)OC1C(N(C(CC1)(C)C)OCCCCCCCC)(C)C)(=O)OC1C(N(C(CC1)(C)C)OCCCCCCCC)(C)C Bis(1-octyloxy-2,2,6,6-tetramethylpiperidyl) succinat